CC(C)=NCCC[Si](OC)(OC)CC N-(1-methylethylidene)-3-(ethyldimethoxysilyl)-1-propaneamine